OCCOC(C=C)=O.C(=C)C=1C(=C(C(=CC1)C=1C(=CC=CC1)C1=CC=CC=C1)CC(C(=O)O)=C)C1=CC=CC=C1 vinyl-phenyl-terphenylmethacrylic acid 2-hydroxyethyl-acrylate